1-[1-Methyl-2-(6-trifluoromethoxy-benzothiazol-2-ylamino)-1H-benzoimidazol-5-yl]-ethanone CN1C(=NC2=C1C=CC(=C2)C(C)=O)NC=2SC1=C(N2)C=CC(=C1)OC(F)(F)F